Cl.NC1CCN(CC1)C=1N(C(C(=C(N1)C1=CC=C(C=C1)C#N)C1=CC=C(OCC(=O)NC2=C(C=C(C(=O)NO)C=C2)C)C=C1)=O)C 4-(2-(4-(2-(4-aminopiperidin-1-yl)-4-(4-cyanophenyl)-1-methyl-6-oxo-1,6-dihydropyrimidin-5-yl)phenoxy)acetamido)-N-hydroxy-3-methylbenzamide hydrochloride